N-(4-(1-methyl-4-(trifluoromethyl)-1H-imidazol-2-yl)benzyl)-6,7-dihydrothieno[3,2-d]pyrimidin-4-amine CN1C(=NC(=C1)C(F)(F)F)C1=CC=C(CNC=2C3=C(N=CN2)CCS3)C=C1